O1P(CCCC1)=O 1,2-oxaphosphinane 2-oxide